C1(=C(C=CC=C1)C#CC(=O)OC1=NC(=CC=C1)N1C(COCC1)C)C 6-(3-methylmorpholino)pyridin-2-yl 3-(o-tolyl)propiolate